NC1=NC(=C(C=2N1N=C(N2)CC2=NC=CC=C2F)C=2C=CC(N(C2)C)=O)C=2OC=CN2 5-(5-amino-2-((3-fluoropyridin-2-yl)methyl)-7-(oxazol-2-yl)-[1,2,4]triazolo[1,5-c]pyrimidin-8-yl)-1-methylpyridin-2(1H)-one